COC1O[C@@H]([C@@H]2[C@H]1OC(O2)(C)C)COCCP(OCC)(OCC)=O Diethyl (2-(((3aR,4R,6aR)-6-methoxy-2,2-dimethyltetrahydrofuro[3,4-d][1,3]dioxol-4-yl)methoxy)ethyl)phosphonate